NC\C=C(\CN1C(=NC2=C1C=C(C=C2C2=CC(=CC=C2)S(NC2CC2)(=O)=O)C(=O)N(C)C)C)/F (Z)-1-(4-amino-2-fluorobut-2-en-1-yl)-4-(3-(N-cyclopropylsulfamoyl)phenyl)-N,N,2-trimethyl-1H-benzo[d]imidazole-6-carboxamide